C(CCCCCCCCCCCCCCCCC)(=O)[O-] stearic acid anion